1-[3-(1-hydroxyethyl)-6-[5-[(6-methylpyridazin-3-yl)amino]-6-(oxetan-3-yloxy)benzimidazol-1-yl]-2-pyridinyl]-5-methyl-pyrazole-3-carbonitrile OC(C)C=1C(=NC(=CC1)N1C=NC2=C1C=C(C(=C2)NC=2N=NC(=CC2)C)OC2COC2)N2N=C(C=C2C)C#N